C(#N)C1=CC=CC=2CCN(CCC21)C(=O)OC(C)(C)C tert-butyl 6-cyano-4,5-dihydro-1H-benzo[d]azepine-3(2H)-carboxylate